C1(=CC=CC=C1)[C@H](C1=C(C=CC2=CC=CC=C12)O)N1CCCC1 |r| racemic-1-(phenyl-(pyrrolidin-1-yl)methyl)naphthalen-2-ol